(2,2,2-trifluoroethyl)-1H-indole-5-carboxamide FC(CN1C=CC2=CC(=CC=C12)C(=O)N)(F)F